1-methyl-3-methyl-imidazole bromide [Br-].CN1CN(C=C1)C